5-(cyclohexylmethoxy)-4-methyl-6-(5-((4-methylpiperazin-1-yl)methyl)isoindoline-2-carbonyl)-1,3-phenylene bis(4-methylbenzenesulfonate) CC1=CC=C(C=C1)S(=O)(=O)OC1=CC(=C(C(=C1C(=O)N1CC2=CC=C(C=C2C1)CN1CCN(CC1)C)OCC1CCCCC1)C)OS(=O)(=O)C1=CC=C(C=C1)C